BrC=1C=CC2=CN(N=C2C1)C1CCC(CC1)CC(=O)OCC ethyl 2-[(1R,4R)-4-(6-bromoindazol-2-yl)cyclohexyl]acetate